C1(CC1)C=1C=CC(=C(C1)NC(=O)C=1OC(=CC1)C1CCOCC1)N1CCC(CC1)(C)CN(C)C N-(5-cyclopropyl-2-(4-((dimethylamino)methyl)-4-methylpiperidin-1-yl)phenyl)-5-(tetrahydro-2H-pyran-4-yl)furan-2-carboxamide